6-[[16-[(6-carboxy-2-pyridyl)methyl]-1,4,10,13-tetraoxa-7,16-diazacyclooctadec-7-yl]methyl]pyridine-2-carboxylic acid C(=O)(O)C1=CC=CC(=N1)CN1CCOCCOCCN(CCOCCOCC1)CC1=CC=CC(=N1)C(=O)O